benzyl-bis(2-chloroethyl)amine hydrochloride Cl.C(C1=CC=CC=C1)N(CCCl)CCCl